nickel-cobalt-iron-copper [Cu].[Fe].[Co].[Ni]